C1(CCCC1)CN1C=CC=2C(=NC(=CC21)NC=2SC(=CN2)C)OC2(CN(C2)C(C=C)=O)C 1-(3-((1-(cyclopentylmethyl)-6-((5-methylthiazol-2-yl)amino)-1H-pyrrolo[3,2-c]pyridin-4-yl)oxy)-3-methylazetidin-1-yl)prop-2-en-1-one